N-(5-cyclopentyl-1H-pyrazol-3-yl)-2-(2-methyl-2,6-diazaspiro[3.5]non-6-yl)pyrimidin-4-amine C1(CCCC1)C1=CC(=NN1)NC1=NC(=NC=C1)N1CC2(CN(C2)C)CCC1